2-(3-bromo-5-(bromomethyl)phenyl)ethan-1-ol BrC=1C=C(C=C(C1)CBr)CCO